COC1=CC=C(C=C1)C1=NOC(=N1)N1CCC(CC1)C1=CC=CC=C1 3-(4-Methoxyphenyl)-5-(4-phenylpiperidin-1-yl)-1,2,4-oxadiazole